3-((3-Methyl-4-(4-(trifluoromethyl)piperidin-1-yl)phenyl)amino)cyclobutane-1-carboxamide 3-(2-methyl-1H-imidazol-1-yl)-4-nitrobenzoate CC=1N(C=CN1)C=1C=C(C(=O)O)C=CC1[N+](=O)[O-].CC=1C=C(C=CC1N1CCC(CC1)C(F)(F)F)NC1CC(C1)C(=O)N